[Phenyl(biphenylyl)triazinyl](Phenyldibenzofuranyl)biphenyl C1(=CC=CC=C1)C1=C(C(=NN=N1)C=1C(=C(C=CC1)C1=CC=CC=C1)C1=C(C=CC=2OC3=C(C21)C=CC=C3)C3=CC=CC=C3)C3=C(C=CC=C3)C3=CC=CC=C3